3,3-dimethyl-4-(methylsulfonyl)isoindolin-1-one CC1(NC(C2=CC=CC(=C12)S(=O)(=O)C)=O)C